C(C)(C)(C)OC(=O)NCC(C)OC(=O)N1C=NC=C1.C1(=CC=CC=C1)C1=CC(=CC(=C1)CCCCCCCC1=CC=NC=C1)C1=CC=CC=C1 4-(7-([1,1':3',1''-Terphenyl]-5'-yl)heptyl)pyridin 1-((tert-butoxycarbonyl)amino)propan-2-yl-1H-imidazole-1-carboxylate